CCCCCCCCCCCCCCCCCCCCCCCCCCC/C=C/C(=O)SCCNC(=O)CCNC(=O)[C@@H](C(C)(C)COP(=O)([O-])OP(=O)([O-])OC[C@@H]1[C@H]([C@H]([C@@H](O1)N2C=NC3=C(N=CN=C32)N)O)OP(=O)([O-])[O-])O The molecule is a 2,3-trans-enoyl CoA(4-) obtained by deprotonation of the phosphate and diphosphate OH groups of trans-2-triacontenoyl-CoA; major species at pH 7.3. It is a conjugate base of a trans-2-triacontenoyl-CoA.